C(C=C)(=O)OCC(C)(COC(C=C)=O)N=C=O 1,1-di(acryloyloxymethyl)ethyl isocyanate